[(2R)-3-(3,4-dihydro-1H-isoquinolin-2-yl)-2-hydroxy-propyl]-1-methyl-2,3-dihydro-1,4-benzodiazepin-5-one C1N(CCC2=CC=CC=C12)C[C@@H](CC1N(C2=C(C(NC1)=O)C=CC=C2)C)O